(2R,3R)-1-CYCLOBUTYL-3-METHYLHEX-5-ENE-2-SULFONAMIDE C1(CCC1)C[C@H]([C@@H](CC=C)C)S(=O)(=O)N